tert-butyl rel-(4aS,7aR)-6-ethyl-2,3,4a,5,7,7a-hexahydropyrrolo[3,4-b][1,4]oxazine-4-carboxylate C(C)N1C[C@H]2OCCN([C@H]2C1)C(=O)OC(C)(C)C |o1:4,9|